5-((3-Amino-7-bromo-8-fluoro-6-iodo-2-(methylthio)quinolin-4-yl)(tert-butoxycarbonyl)amino)-2-azabicyclo[2.1.1]hexane-2-carboxylate NC=1C(=NC2=C(C(=C(C=C2C1N(C1C2CN(C1C2)C(=O)[O-])C(=O)OC(C)(C)C)I)Br)F)SC